C(CCCCCCCCCCCCCCC)(=O)OCCCCCCC(C)C isononyl n-hexadecanoate